N[C@@H](C)C1=C(SC2=C1N=C1N(CC[C@H]3COCCN31)C2=O)C (S)-11-((S)-1-aminoethyl)-10-methyl-1,2,4,4a,5,6-hexahydro-8H-thieno[3'',2'':4',5']pyrimido[2',1':2,3]pyrimido[6,1-c][1,4]oxazin-8-one